C(C)(C)(C)C=1C=C(C=C(C1O)C(C)(C)C)CCC(=O)OCC(COC(CCC1=CC(=C(C(=C1)C(C)(C)C)O)C(C)(C)C)=O)(COC(CCC1=CC(=C(C(=C1)C(C)(C)C)O)C(C)(C)C)=O)COC(CCC1=CC(=C(C(=C1)C(C)(C)C)O)C(C)(C)C)=O Pentaerythritol tetrakis[3-[3,5-di(tert-butyl)-4-hydroxyphenyl]propionate]